methyl 1-[[4-[2-(2-amino-3-pyridyl)-5-phenyl-imidazo[4,5-b]pyridin-3-yl]-2-fluoro-phenyl]carbamoyl]piperidine-4-carboxylate NC1=NC=CC=C1C1=NC=2C(=NC(=CC2)C2=CC=CC=C2)N1C1=CC(=C(C=C1)NC(=O)N1CCC(CC1)C(=O)OC)F